ammonium dinitramide salt [NH-][N+](=O)[O-].[NH-][N+](=O)[O-].[NH4+].[NH4+]